6-((1H-pyrrolo[2,3-b]pyridin-5-yl)methyl)-N-(3-(trifluoromethyl)phenyl)-4,5,6,7-tetrahydrothieno[2,3-c]pyridine-3-carboxamide N1C=CC=2C1=NC=C(C2)CN2CC1=C(CC2)C(=CS1)C(=O)NC1=CC(=CC=C1)C(F)(F)F